FC(C(C)(C)O)(F)C=1C(=C(C=CC1)[C@@H](C)NC1=NC(=NC=2C=C3C(=CC12)N(C(N3C)=O)CC)C)F (R)-8-((1-(3-(1,1-difluoro-2-hydroxy-2-methylpropyl)-2-fluorophenyl)ethyl)amino)-1-ethyl-3,6-dimethyl-1,3-dihydro-2H-imidazo[4,5-g]quinazolin-2-one